5-((Isobutylamino)methyl)-N-(3-(6-methyl-2-(4-methyl-4H-1,2,4-triazol-3-yl)spiro[3.3]heptan-2-yl)phenyl)-2-oxo-1-(2,2,2-trifluoroethyl)-1,2-dihydropyridine-3-carboxamide C(C(C)C)NCC=1C=C(C(N(C1)CC(F)(F)F)=O)C(=O)NC1=CC(=CC=C1)C1(CC2(C1)CC(C2)C)C2=NN=CN2C